2-(fluoromethoxy)benzyl cyanide FCOC1=C(CC#N)C=CC=C1